C(CCCCCCCCCCCCCCC)NC1=C(C=CC=C1)S(=O)(=O)O cetylaminobenzenesulfonic acid